manganese tetrakis(pentafluorophenyl)porphyrin FC1=C(C(=C(C(=C1C1=C2C=CC(C(=C3C=CC(=C(C=4C=CC(=C(C5=CC=C1N5)C5=C(C(=C(C(=C5F)F)F)F)F)N4)C4=C(C(=C(C(=C4F)F)F)F)F)N3)C3=C(C(=C(C(=C3F)F)F)F)F)=N2)F)F)F)F.[Mn]